C(C)(C)(C)OC([C@@H](NC(=O)OCC1C2=CC=CC=C2C2=CC=CC=C12)CC(=O)O)=O Fmoc-L-aspartic acid 1-tert-butyl ester